CN(CCO)C1=CC=C(C=C1)C=O 4-(N-methyl-N-hydroxyethyl)aminobenzaldehyde